C(C1=CC=CC=C1)(C1=CC=CC=C1)O\C=C\1/[C@@H]([C@H]2C=C[C@@H]1CC2)C\C=C/CCCC(=O)O (Z)-7-[(1r,2r,3r,4s)-3-[(Z)-benzhydroxymethylene]-2-bicyclo[2.2.2]oct-5-enyl]hept-5-enoic acid